CC(C)(OC1=CC=CC=C1)OC(C)(C)OC1=CC=CC=C1 1-methyl-1-phenoxyethyl ether